NC1=NC=C(C2=C1C(=C(N2)C2=C(C=C(C=C2)NC(C(=C)C)=O)Cl)C2=CC=C(C=C2)OC2=NC=CC(=N2)C)C#N N-(4-(4-amino-7-cyano-3-(4-((4-methylpyrimidin-2-yl)oxy)phenyl)-1H-pyrrolo[3,2-c]pyridin-2-yl)-3-chlorophenyl)methacrylamide